(S)-methyl 2-((S)-2-(5-chloro-1H-pyrrole-2-carboxamido)-3-cyclopropylpropanamido)-3-((R)-5,5-dimethyl-2-oxopyrrolidin-3-yl)propanoate ClC1=CC=C(N1)C(=O)N[C@H](C(=O)N[C@H](C(=O)OC)C[C@H]1C(NC(C1)(C)C)=O)CC1CC1